C1=NC=CC2=CC(=CC=C12)N1CCC(CC1)OC=1N=NNC1C(=O)O 4-((1-(isoquinolin-6-yl)piperidin-4-yl)oxy)-1H-1,2,3-triazole-5-carboxylic acid